Cl.Cl.C1(CC1)CNC1(CN(C1)C1=C(C#N)C=C(C=N1)C1=NNC2=CC(=C(C=C12)O[C@H](C)C1=C(C=NC=C1Cl)Cl)OC)CC (R)-2-(3-((Cyclopropylmethyl)amino)-3-ethylazetidin-1-yl)-5-(5-(1-(3,5-dichloropyridin-4-yl)ethoxy)-6-methoxy-1H-indazol-3-yl)nicotinonitrile dihydrochloride